FC1=CC=C(CC2(C(NC(C(C2C=2C3=C(SC2)C(=CC=C3)C#N)(C(=O)O)C)C)N)C(=O)O)C=C1 3-(4-Fluorobenzyl)5-methyl-2-amino-4-(7-cyanobenzo[b]thiophen-3-yl)-6-methyl-1,4-dihydropyridine-3,5-dicarboxylic acid